(3-(3-fluoropropoxy)phenyl)methanol tert-butyl-4-(2,2-dibromoethenyl)piperidine-1-carboxylate C(C)(C)(C)C1N(CCC(C1)C=C(Br)Br)C(=O)OCC1=CC(=CC=C1)OCCCF